L-aspartic acid-1-methyl ester COC([C@@H](N)CC(=O)O)=O